FC=1C=C(C=CC1F)C(Cl)(Cl)Cl 3,4-difluoro-1-(trichloromethyl)benzene